tributyryloxytetraethyl-ammonium borohydride [BH4-].C(CCC)(=O)OC(C[N+](CC)(CC)CC)(OC(CCC)=O)OC(CCC)=O